N-(3-chloro-2-fluorophenyl)-7-((3-methylpyrrolidin-3-yl)ethynyl)-6-nitroquinazolin-4-amine ClC=1C(=C(C=CC1)NC1=NC=NC2=CC(=C(C=C12)[N+](=O)[O-])C#CC1(CNCC1)C)F